acrylic acid (3-sulphopropyl) ester S(=O)(=O)(O)CCCOC(C=C)=O